3-(2,2-difluoroethoxy)azetidin FC(COC1CNC1)F